cis-N-[4-chloro-3-(1-methyl-1,2,4-triazol-3-yl)phenyl]-3-methyl-1-[5-(methylsulfanylmethyl)-1,3,4-oxadiazol-2-yl]-6-azabicyclo[3.1.1]heptane-6-carboxamide ClC1=C(C=C(C=C1)NC(=O)N1C2CC(CC1(C2)C=2OC(=NN2)CSC)C)C2=NN(C=N2)C